N-[5-(2,2-difluoroethyl)-4-methoxy-pyrimidin-2-yl]-5-thiazol-2-yl-1H-pyrrole-3-sulfonamide FC(CC=1C(=NC(=NC1)NS(=O)(=O)C1=CNC(=C1)C=1SC=CN1)OC)F